C(=O)(O)N1N(C=2C(CCCC2C1C(=O)O)(F)F)C1=NC=CN=C1 2-carboxy-7,7-difluoro-1-(pyrazin-2-yl)-4,5,6,7-tetrahydro-1H-indazole-3-carboxylic acid